7-chloro-1-cyclopropyl-6-fluoro-3-({[(3S)-1-[4-(hydroxymethyl)pyridin-3-yl]piperidin-3-yl][(2-methylpyridin-4-yl)methyl]amino}methyl)-1,4-dihydroquinolin-4-one ClC1=C(C=C2C(C(=CN(C2=C1)C1CC1)CN(CC1=CC(=NC=C1)C)[C@@H]1CN(CCC1)C=1C=NC=CC1CO)=O)F